2-(((2-chloro-5-(1-(difluoromethyl)-1H-pyrazol-3-yl)pyridin-4-yl)amino)methyl)-3,3,3-trifluoropropan-1-ol ClC1=NC=C(C(=C1)NCC(CO)C(F)(F)F)C1=NN(C=C1)C(F)F